2-fluoro-6-(2,5-dimethoxyanilino)-9-(tetrahydro-2H-pyran-2-yl)-9H-purine FC1=NC(=C2N=CN(C2=N1)C1OCCCC1)NC1=C(C=CC(=C1)OC)OC